1-ethyl-5-iodo-1H-pyrazole C(C)N1N=CC=C1I